Fmoc-(1R,3R)-3-aminocyclohexanol C(=O)(OCC1C2=CC=CC=C2C2=CC=CC=C12)[C@@]1(C[C@@H](CCC1)N)O